N1C(=CC2=CC=CC=C12)C1=NN(C2=NC=NC(=C21)N)[C@@H]2CC[C@H](CC2)N2CCOCC2 3-(1H-Indol-2-yl)-1-(trans-4-morpholinocyclohexyl)-1H-pyrazolo[3,4-d]pyrimidin-4-amine